2-(2-{6-[(7R)-7-amino-2-azabicyclo[2.2.1]heptane-2-carbonyl]-3-methylpyrazolo[1,5-a]pyridin-2-yl}-1-(cyclopropylmethyl)-1H-indol-6-yl)phenyl-imidazolidin-2-one N[C@H]1C2N(CC1CC2)C(=O)C=2C=CC=1N(C2)N=C(C1C)C=1N(C2=CC(=CC=C2C1)C1=C(C=CC=C1)N1C(NCC1)=O)CC1CC1